1-(tert-butyl) 2-methyl (2S)-4-(5-chloro-1-(1-methyl-1H-pyrazol-4-yl)-1H-indazol-6-yl)piperidine-1,2-dicarboxylate ClC=1C=C2C=NN(C2=CC1C1C[C@H](N(CC1)C(=O)OC(C)(C)C)C(=O)OC)C=1C=NN(C1)C